C(#N)CCN(C(C)(C)C)C N-(2-cyanoethyl)-N-methyl-N-(tert-butyl)-amine